ClC1=NC=C(C(=O)NC=2C(=NC(=CC2)OC)C)C(=C1)NC1=C(C=C(C=C1)F)C 6-chloro-4-((4-fluoro-2-methyl-phenyl)amino)-N-(6-methoxy-2-meth-ylpyridin-3-yl)nicotinamide